CC(CCN)C N-(3-methylbutyl)amine